4-amino-6,7-dimethoxy-2-(5-methanesulfonamido-1,2,3,4-tetrahydroisoquinol-2-yl)-5-(2-pyridyl)quinazoline NC1=NC(=NC2=CC(=C(C(=C12)C1=NC=CC=C1)OC)OC)N1CC2=CC=CC(=C2CC1)NS(=O)(=O)C